3-(5-(((tert-butyldimethylsilyl)oxy)methyl)pyridazin-3-yl)-6-chloroimidazo[1,2-b]pyridazine [Si](C)(C)(C(C)(C)C)OCC=1C=C(N=NC1)C1=CN=C2N1N=C(C=C2)Cl